nonadecyl melissate C(CCCCCCCCCCCCCCCCCCCCCCCCCCCCC)(=O)OCCCCCCCCCCCCCCCCCCC